C1(CC1)C(C1CC1)NC(=O)N(C=1C(=C(C(=O)OC2=C(C(=C(C(=C2F)F)F)F)F)C=CC1S(=O)(=O)C)C)OC (2,3,4,5,6-pentafluorophenyl) 3-[dicyclopropylmethylcarbamoyl (methoxy) amino]-2-methyl-4-methylsulfonyl-benzoate